NC=1C(=NC(=C(N1)C1=CC=C(C=C1)F)C=1C=CC=2N(C1)C(=CN2)C)CNC(=O)[C@@H]2N(CCC2)C (2R)-N-[[3-amino-5-(4-fluorophenyl)-6-[3-methylimidazo[1,2-a]pyridin-6-yl]pyrazin-2-yl]methyl]-1-methylpyrrolidine-2-carboxamide